(1R,2R)-N-(7-chloro-6-(4-((3S,4S)-4-hydroxy-3-methyltetrahydrofuran-3-yl)piperazin-1-yl)isoquinolin-3-yl)-2-(methoxymethyl)cyclobutane-1-carboxamide ClC1=C(C=C2C=C(N=CC2=C1)NC(=O)[C@H]1[C@@H](CC1)COC)N1CCN(CC1)[C@]1(COC[C@H]1O)C